Cl.C1N(CC2C1CCC2)N hexahydrocyclopenta[c]pyrrol-2(1H)-amine hydrochloride